C[C@H]([C@@]1(C(=O)N[C@@](C(=O)N1)(CC2=CNC3=CC=CC=C32)OC)SC)O The molecule is a member of the class of 2,5-diketopiperazines with an indole substituent. It is a microbial metabolite isolated from the mycelia of a liquid fermentation culture of the fungus, Bionectria byssicola and has been shown to exhibit antibacterial activity against Staphylococcus aureus. It has a role as a metabolite. It is a member of indoles, a member of 2,5-diketopiperazines, an organic sulfide and an ether.